2-methoxy-ethan-1-amine COCCN